NC=1N(N=C2CN(CCC21)CC)C(=O)C2CCNC1=CC=C(C=C21)F (3-amino-6-ethyl-4,5,6,7-tetrahydropyrazolo[3,4-c]pyridin-2-yl)(6-fluoro-1,2,3,4-tetrahydroquinolin-4-yl)methanone